S1C2=C(C(=C1)C1=NC(=C3N=CN(C3=N1)C(C)C)NCCC1=CC=C(C=C1)O)C=CC=C2 4-(2-(2-(Benzo[b]thiophen-3-yl)-9-isopropyl-9H-purin-6-ylamino)ethyl)phenol